3-(2,6-Dimethoxyphenyl)-5-{[4-(5-fluoro-2-oxo-1,2-dihydropyridin-1-yl)phenyl]methyl}-6-hydroxy-2-[(prop-2-yloxy)methyl]-3,4-dihydropyrimidin-4-one COC1=C(C(=CC=C1)OC)N1C(=NC(=C(C1=O)CC1=CC=C(C=C1)N1C(C=CC(=C1)F)=O)O)COC(C)C